1-[(2,2,2-Trifluoroacetyl)amino]cyclopropanecarboxylic acid FC(C(=O)NC1(CC1)C(=O)O)(F)F